5-(2-{2-[N-({[1,1'-biphenyl]-4-yl}methyl)formamido]phenyl}ethynyl)-4-methoxypyridine-2-carboxylic acid C1(=CC=C(C=C1)CN(C=O)C1=C(C=CC=C1)C#CC=1C(=CC(=NC1)C(=O)O)OC)C1=CC=CC=C1